F[C@@H]1C[C@@]2(CCCN2C1)COC=1N=C(C2=C(N1)C(=C(OC2=O)C2=CC(=CC1=CC=C(C(=C21)C=2N=NNC2)F)OCOC)C)N2CCC2 2-{[(2R,7aS)-2-fluoro-hexahydropyrrolizin-7a-yl]methoxy}-4-(azetidin-1-yl)-7-[7-fluoro-3-(methoxymethoxy)-8-(1H-1,2,3-triazol-4-yl)naphthalen-1-yl]-8-methylpyrano[4,3-d]pyrimidin-5-one